CN1CCN(CC1)CCN1N=CC(=C1)C1=CN(CCS1)C=1C2=C(N=CN1)NC=C2 6-(1-(2-(4-Methylpiperazin-1-yl)ethyl)-1H-pyrazol-4-yl)-4-(7H-pyrrolo[2,3-d]pyrimidin-4-yl)-3,4-dihydro-2H-1,4-thiazine